BrC=1C(=C(C(=CC1)C)O)F 3-bromo-2-fluoro-6-methylphenol